CNC(=O)C1=CC=C(C=C1)C1=NN=C(O1)C1CCN(CC1)C(=O)OC(C)(C)C tert-Butyl 4-{5-[4-(methylcarbamoyl)phenyl]-1,3,4-oxadiazol-2-yl}piperidine-1-carboxylate